O.O.[Tb+3] terbium(III) dihydrate